N-[[1-(trifluoromethyl)cyclopropyl]methyl]-2-azaspiro[3.3]heptan-6-amine FC(C1(CC1)CNC1CC2(CNC2)C1)(F)F